FC(C1=NN=C(O1)C1=CN=C(S1)CC(C)S(=O)(=O)N)F (5-(5-(difluoromethyl)-1,3,4-oxadiazol-2-yl)thiazol-2-yl)methylethanesulfonamide